FC1=C(C=C(C=C1)F)[C@@H]1N(CCC1)C1=NC=2N(C=C1)N=CC2C(=O)N[C@@H](CO)[C@@H](C)O 5-((R)-2-(2,5-difluorophenyl)pyrrolidin-1-yl)-N-((2S,3R)-1,3-dihydroxybutan-2-yl)pyrazolo[1,5-a]pyrimidine-3-carboxamide